FC(OC=1C=C(C=CC1F)C=1C=C2C(=NC1)N(C(N2CC(=O)N(C)C)=O)C)F 2-[6-[3-(difluoromethoxy)-4-fluoro-phenyl]-3-methyl-2-oxo-imidazo[4,5-b]Pyridin-1-yl]-N,N-dimethyl-acetamide